aluminum bis(methylpivaloylacetoacetate) CC(C(CC(=O)[O-])=O)C(C(C)(C)C)=O.CC(C(CC(=O)[O-])=O)C(C(C)(C)C)=O.[Al+2]